N\C(=C/C(N)=S)\C1=NC=C(C=C1)OC1CCOCC1 (2Z)-3-amino-3-[5-(oxan-4-yloxy)pyridin-2-yl]prop-2-enethioamide